2-((3-(4-methylpiperazin-1-yl)propanoyl)oxy)malonate CN1CCN(CC1)CCC(=O)OC(C(=O)[O-])C(=O)[O-]